N-methyl-N-(8-nitro-[1,2,4]triazolo[4,3-a]quinazolin-5-yl)benzo[d]thiazol-2-amine CN(C=1SC2=C(N1)C=CC=C2)C2=NC=1N(C3=CC(=CC=C23)[N+](=O)[O-])C=NN1